C(CCC)C(C(=O)OCCCCC(=O)OCC1(COC(OC1)(C)C)COC(CCCCOC(C(CCCCCC)CCCC)=O)=O)CCCCCC [5-[[5-[5-(2-butyloctanoyloxy) pentanoyloxymethyl]-2,2-dimethyl-1,3-dioxan-5-yl] methoxy]-5-oxo-pentyl] 2-butyloctanoate